C(C)(C)(C)OC(=O)N1C[C@H](CCCC1)N1C(N(CC2=C1C=C(N=C2)Cl)C2=C(C=CC=C2C)F)=O tert-butyl-(3S)-3-[7-chloro-3-(2-fluoro-6-methyl-phenyl)-2-oxo-4H-pyrido[4,3-d]pyrimidin-1-yl]azepane-1-carboxylate